Benzyl(2-(difluoromethyl)-6-fluorophenyl)sulfane C(C1=CC=CC=C1)SC1=C(C=CC=C1F)C(F)F